2-[3-(trifluoromethylsulfanyl)phenyl]-[1,2,4]triazolo[1,5-c]pyrimidin-5-amine FC(F)(F)SC=1C=C(C=CC1)C1=NN2C(=NC=CC2=N1)N